(R)-1-(allyloxy)-3-((tert-butyldiphenylsilyl)oxy)propan-2-ol C(C=C)OC[C@H](CO[Si](C1=CC=CC=C1)(C1=CC=CC=C1)C(C)(C)C)O